N-((6-((3R,5S)-3,5-dimethylpiperazin-1-yl)pyridin-2-yl)methyl)-3-(3-methylpyridin-4-yl)-1H-pyrrolo[2,3-b]pyridin-4-amine C[C@@H]1CN(C[C@@H](N1)C)C1=CC=CC(=N1)CNC=1C2=C(N=CC1)NC=C2C2=C(C=NC=C2)C